C1(CC1)C1=CC=C(C=N1)C1COC2=C(O1)C(=CC(=C2)C(=O)OC)OC methyl 2-(6-cyclopropylpyridin-3-yl)-8-methoxy-2,3-dihydrobenzo[b][1,4]dioxine-6-carboxylate